OC1=CC=C(C=C1)/C(=C(\CC)/C1=CC=CC=C1)/C1=CC=C(OCCCCCN2CCN(CC2)C=2C=C3CN(C(C3=CC2)=O)C2C(N(C(CC2)=O)C)=O)C=C1 (Z)-3-(5-(4-(5-(4-(1-(4-hydroxyphenyl)-2-phenylbut-1-en-1-yl)phenoxy)pentyl)piperazin-1-yl)-1-oxoisoindolin-2-yl)-1-methylpiperidine-2,6-dione